2-(3-indoleacetamido)-N-(2,4-dimethylphenyl)-1,3-selenazol-5-carboxamide N1C=C(C2=CC=CC=C12)CC(=O)NC=1[Se]C(=CN1)C(=O)NC1=C(C=C(C=C1)C)C